IC=1C=NN(C1)C 4-iodo-1-methyl-1H-pyrazole